2-bromo-3-[(4-methoxyphenyl)methoxy]-6-(methylsulfanyl)pyridine BrC1=NC(=CC=C1OCC1=CC=C(C=C1)OC)SC